N8-benzyl-N6-(1-ethylpropyl)-3-isopropyl-[1,2,4]triazolo[4,3-b]pyridazine-6,8-diamine C(C1=CC=CC=C1)NC=1C=2N(N=C(C1)NC(CC)CC)C(=NN2)C(C)C